OC1=C(C=C(C=C1C(C)(C)CC)C(C)(C)CC)N1NC2=C(N1)C=CC=C2 2-(2'-hydroxy-3',5'-di-tert-pentylphenyl)benzotriazolen